3-[1-(2,6-dioxo-3-piperidyl)-3-methyl-2-oxo-benzimidazol-4-yl]propoxyl pyrrolidine-1-carboxylate N1(CCCC1)C(=O)OOCCCC1=CC=CC=2N(C(N(C21)C)=O)C2C(NC(CC2)=O)=O